5-((R)-fluoro((R)-(((S)-1-oxo-1-propoxypropan-2-yl)amino)(phenoxy)phosphoryl)methyl)benzo[b]thiophene-2-carboxylic acid F[C@@H](C1=CC2=C(SC(=C2)C(=O)O)C=C1)[P@@](=O)(OC1=CC=CC=C1)N[C@H](C(OCCC)=O)C